(3R)-N-[3-[5-bromo-1-(2,6-dichlorobenzoyl)pyrrolo[2,3-b]pyridine-3-carbonyl]-2,4-difluoro-phenyl]-3-fluoropyrrolidine-1-sulfonamide BrC=1C=C2C(=NC1)N(C=C2C(=O)C=2C(=C(C=CC2F)NS(=O)(=O)N2C[C@@H](CC2)F)F)C(C2=C(C=CC=C2Cl)Cl)=O